4-(4-methoxyphenyl)-2-butanol COC1=CC=C(C=C1)CCC(C)O